CC1=CC=C(C(=O)N2CC3=C(NC=4C=CC(=CC34)C3=C(C#N)C=CC=C3)CC2)C=C1 2-(2-(4-methylbenzoyl)-2,3,4,5-tetrahydro-1H-pyrido[4,3-b]indol-8-yl)benzonitrile